prop-1-yn-1-yl-benzene 3-azido-2-hydroxypropyl-methacrylate 2-(((2-azidoethoxy)carbonyl)amino)ethyl-methacrylate N(=[N+]=[N-])CCOC(=O)NCCOC(C(=C)C)=O.N(=[N+]=[N-])CC(COC(C(=C)C)=O)O.C(#CC)C1=CC=CC=C1